5-chloro-2-(4,4-difluoroazepan-1-yl)-N-(piperidin-4-yl)-4-(trifluoromethyl)benzamide ClC=1C(=CC(=C(C(=O)NC2CCNCC2)C1)N1CCC(CCC1)(F)F)C(F)(F)F